(S)-N-(1-(azetidin-1-ylmethyl)cyclopropyl)-2-(m-tolyl)propanamide N1(CCC1)CC1(CC1)NC([C@@H](C)C=1C=C(C=CC1)C)=O